ClC=1C=C(C=2N(N1)C(=CN2)F)[C@@H]2[C@H](C2)C2=CC(=C1C=NN(C1=C2)CC(F)(F)F)F 6-chloro-3-fluoro-8-((1S,2S)-2-(4-fluoro-1-(2,2,2-trifluoroethyl)-1H-indazol-6-yl)cyclopropyl)imidazo[1,2-b]pyridazine